C(C1=CC=CC=C1)OC=1N=C2C(=NC1NC1=C(C=CC=C1)F)N=C(O2)C2=CC(=CC=C2)F 6-(BENZYLOXY)-N-(2-FLUOROPHENYL)-2-(3-FLUOROPHENYL)OXAZOLO[4,5-B]PYRAZIN-5-AMINE